C1=CC(=NC2=CC=C3N=CC=CC3=C12)B(O)O (4,7-phenanthroline-3-yl)boronic acid